Cl.CC1C2(CCN(C2)C2=NC=CC(=C2)C(F)(F)F)CCNC1 6-methyl-2-(4-(trifluoromethyl)pyridin-2-yl)-2,8-diazaspiro[4.5]decane hydrochloride